CC=1N=C(N=NC1C1=CC=C2C(CCO2)=C1O)N[C@H]1CN(CCC1)CCCC1=NN=NN1 5-[5-methyl-3-[[(3R)-1-[3-(1H-tetrazol-5-yl)propyl]-3-piperidyl]amino]-1,2,4-triazin-6-yl]-2,3-dihydrobenzofuran-4-ol